1-(2,6-dioxopiperidin-3-yl)indolin-4-yl sulfurofluoridate S(OC1=C2CCN(C2=CC=C1)C1C(NC(CC1)=O)=O)(=O)(=O)F